2-(methoxythio)-3-nitropyridine COSC1=NC=CC=C1[N+](=O)[O-]